bis(2,4-di-tert-butylphenyl)-pentaerythritol diphosphonite P(O)OPO.C(C)(C)(C)C1=C(C=CC(=C1)C(C)(C)C)C(O)(C(CO)(CO)CO)C1=C(C=C(C=C1)C(C)(C)C)C(C)(C)C